i-propyl acrylate C(C=C)(=O)OC(C)C